N-(3-((6-amino-5-(4-fluoro-3-methoxyphenyl)pyrimidin-4-yl)oxy)phenyl)acrylamide NC1=C(C(=NC=N1)OC=1C=C(C=CC1)NC(C=C)=O)C1=CC(=C(C=C1)F)OC